1-(4-((2,3-dichloro-1H-pyrrolo[2,3-B]pyridin-4-yl)oxy)-2-methylphenyl)-3-(4-((4-methylpiperazin-1-yl)methyl)-3-(trifluoromethyl)phenyl)urea ClC1=C(C=2C(=NC=CC2OC2=CC(=C(C=C2)NC(=O)NC2=CC(=C(C=C2)CN2CCN(CC2)C)C(F)(F)F)C)N1)Cl